C[Si](O[Si](O[Si](O[Si](C)(C)C)(C)C)(O[Si](C)(C)C)C)(C)C 1,1,1,3,5,5,7,7,7-nonamethyl-3-(trimethylsiloxy)tetrasiloxane